FC1(CCNCC1)CN1CCN(CC1)C1=NC=CC(=C1)C=1NN=C2C=CC(=CC12)OC1(CC1)C 3-[2-[4-[(4-fluoro-4-piperidinyl)methyl]piperazin-1-yl]-4-pyridinyl]-5-(1-methylcyclopropoxy)-2H-indazole